1,3,5-tris[3-(3-pyridyl)phenyl]benzene tert-butyl-(R)-6-methyl-4-(((trifluoromethyl)sulfonyl)oxy)-3,6-dihydropyridine-1(2H)-carboxylate C(C)(C)(C)OC(=O)N1CCC(=C[C@H]1C)OS(=O)(=O)C(F)(F)F.N1=CC(=CC=C1)C=1C=C(C=CC1)C1=CC(=CC(=C1)C1=CC(=CC=C1)C=1C=NC=CC1)C1=CC(=CC=C1)C=1C=NC=CC1